OC1=C(C(=O)OCC(CCCC)CC)C=CC=C1 2-ethylhexyl hydroxybenzoate